3-amino-5-bromopyridinic acid NC=1C(=NC=C(C1)Br)C(=O)O